O[C@]1(CN(CC1)C=1C=C2C(=CC=NC2=CC1)C(=O)O)C (R)-6-(3-hydroxy-3-methylpyrrolidin-1-yl)quinoline-4-carboxylic acid